C(C)(=O)C=1C=C(C=CC1)NC(=O)NC=1C(=C2C(N(C=NC2=CC1)CCOC)=O)C1=CC=C(C=C1)OC 1-(3-acetylphenyl)-3-(3-(2-methoxyethyl)-5-(4-methoxyphenyl)-4-oxo-3,4-dihydroquinazolin-6-yl)urea